C(C1=CC=CC=C1)N1CCN(CC1)C1=NC2=CC=CC=C2C=C1N (4-benzylpiperazin-1-yl)-3-aminoquinoline